4-(4-fluoro-1,3-benzooxazol-2-yl)aniline FC1=CC=CC2=C1N=C(O2)C2=CC=C(N)C=C2